ClC=1C=CC2=C(N=C(S2)C(=O)N[C@@H]([C@H](C2=CC=CC=C2)O)C2=CC=CC=C2)C1 5-chloro-N-((1R,2S)-2-hydroxy-1,2-diphenylethyl)benzo[d]thiazole-2-carboxamide